9-((3-ethyloxetan-3-yl)ethynyl)-5-(6-fluoro-1-methyl-1H-[1,2,3]triazolo[4,5-c][2,6]naphthyridin-5-yl)-2,3,4,5-tetrahydrobenzo[b][1,4]oxazepine C(C)C1(COC1)C#CC1=CC=CC2=C1OCCCN2C2=NC1=C(C=3C=NC=C(C23)F)N(N=N1)C